C1(CC1)C(=O)NC1CCNCC1 4-[(cyclopropylcarbonyl)amino]piperidin